C(C1=CC=CC=C1)N1C=C(C2=NC=C(C=C21)C=2C(=NOC2C)C)C#N 1-benzyl-6-(3,5-dimethylisoxazol-4-yl)-1H-pyrrolo[3,2-b]pyridine-3-carbonitrile